3-(3-methyloxetan-3-yl)propiolic acid CC1(COC1)C#CC(=O)O